N-(cis-4-tert-pentylcyclohexyl)-3,5-dinitrobenzamide C(C)(C)(CC)[C@H]1CC[C@H](CC1)NC(C1=CC(=CC(=C1)[N+](=O)[O-])[N+](=O)[O-])=O